C(C)(SCCC)=O S-propyl ethanethioate